BrC1=C(C=CC=C1)[C@H]1OCCN(C1)C1=CC(=NC(=N1)N)N |r| (R/S)-6-(2-(2-bromophenyl)morpholino)pyrimidine-2,4-diamine